(3R)-3-[(2S)-3-[6-(aminomethyl)-benzo[d]isoxazol-3-yl]-1-(tert-butoxy)-1-oxopropan-2-yl]pyrrolidine-1-carboxylic acid tert-butyl ester C(C)(C)(C)OC(=O)N1C[C@H](CC1)[C@@H](C(=O)OC(C)(C)C)CC1=NOC2=C1C=CC(=C2)CN